sebacyl-arginine C(CCCCCCCCC(=O)O)(=O)N[C@@H](CCCNC(N)=N)C(=O)O